p-ethylphenyl tetrafluoropropionate FC(C(C(=O)OC1=CC=C(C=C1)CC)(F)F)F